CC=1C=C(CNC2=CN=C3N(C2=O)[C@@H](CC3)C(=O)OC(C)(C)C)C=C(C1)C tert-butyl (S)-3-((3,5-dimethylbenzyl)amino)-4-oxo-4,6,7,8-tetrahydropyrrolo-[1,2-a]pyrimidine-6-carboxylate